(2s,5r)-5-(2-chlorophenyl)-1-(2,3-dihydro-1H-indene-2-carbonyl)pyrrolidine-2-carboxylic acid ClC1=C(C=CC=C1)[C@H]1CC[C@H](N1C(=O)C1CC2=CC=CC=C2C1)C(=O)O